1,3-butanediol di-acrylate C(C=C)(=O)OCCC(C)OC(C=C)=O